C(CCCCCCCCCCCCCCC(C)C)N iso-stearylamine